C(C)(C)(C)OC(NS(=O)(=O)N1[C@H]2CC(C[C@@H]1CC2)OCC=2C(=NOC2C2CC2)C2=C(C=CC=C2Cl)Cl)=O (1R,3r,5S)-((3-((5-cyclopropyl-3-(2,6-dichlorophenyl)isoxazol-4-yl)methoxy)-8-azabicyclo[3.2.1]oct-8-yl)sulfonyl)carbamic acid tert-butyl ester